2-Fluoro-5-((6-fluoro-4-((4-methoxybenzyl)thio)-1-tosyl-1H-indol-5-yl)oxy)benzonitrile FC1=C(C#N)C=C(C=C1)OC=1C(=C2C=CN(C2=CC1F)S(=O)(=O)C1=CC=C(C)C=C1)SCC1=CC=C(C=C1)OC